C(C)OC(C1=CC=C(C=C1)C[C@H]1CO[C@@H]([C@H]1COC(\C(=C/C)\C)=O)C1=CC(=C(C=C1)OC)OC)=O 4-(((3R,4R,5S)-5-(3,4-Dimethoxyphenyl)-4-((((Z)-2-methyl-2-butenoyl)oxy)methyl)-tetrahydrofuran-3-yl)methyl)benzoic acid ethyl ester